C(C)(C)(C)OC(=O)N1[C@@H](C[C@H](C1)CC=1C=NC=NC1)C(=O)O (2S,4R)-1-(tert-butoxycarbonyl)-4-(pyrimidin-5-ylmethyl)pyrrolidine-2-carboxylic acid